O=C1NC(CCC1N1C(C2=CC=C(C=C2C1=O)N(C)[C@H]1[C@H](CC2=CC=CC=C12)NCC)=O)=O 2-(2,6-dioxopiperidin-3-yl)-5-(((1R,2S)-2-(ethylamino)-2,3-dihydro-1H-inden-1-yl)(methyl)amino)isoindoline-1,3-dione